3,5-diamino-1,1-dimethylcyclohexane NC1CC(CC(C1)N)(C)C